BrC=1C(=C2C=3C(=NC(=NC3C1F)OC[C@]13CCCN3C[C@@H](C1)F)N(CCO2)CC2=CN=CN2C(C2=CC=CC=C2)(C2=CC=CC=C2)C2=CC=CC=C2)Cl 9-bromo-8-chloro-10-fluoro-2-(((2R,7aS)-2-fluorotetrahydro-1H-pyrrolizin-7a(5H)-yl)methoxy)-4-((1-trityl-1H-imidazol-5-yl)methyl)-5,6-dihydro-4H-[1,4]oxazepino[5,6,7-de]quinazoline